FC(C(CC(=O)NC1(CC1)C1=CC(=CC=C1)OCC(F)(F)F)(O)C1=CC=C(C=C1)F)(F)F 4,4,4-trifluoro-3-(4-fluorophenyl)-3-hydroxy-N-(1-(3-(2,2,2-trifluoroethoxy)phenyl)cyclopropyl)butanamide